(3,6-diaminoacridin-9-yl)boric acid NC=1C=CC2=C(C3=CC=C(C=C3N=C2C1)N)OB(O)O